O1CNCC=C1 dihydro-4H-1,3-oxazin